vinyl-ethyl-phosphinic acid C(=C)P(O)(=O)CC